myristoleyl stearate C(CCCCCCCCCCCCCCCCC)(=O)OCCCCCCCC\C=C/CCCC